NC([C@@](CO)(C)NC(=O)C1=C(OC2=C1C=C(C=C2)C2=NC=C(C=C2)C2CC2)C)=O (S)-N-(1-amino-3-hydroxy-2-methyl-1-oxopropan-2-yl)-5-(5-cyclopropylpyridin-2-yl)-2-methylbenzofuran-3-carboxamide